sodium (1s,3s)-3-(2-(4-((4-fluoro-3-methylphenyl)carbamoyl)-1,3,5-trimethyl-1H-pyrrol-2-yl)-2-oxoacetamido)-3-methylcyclobutyl phosphate P(=O)(OC1CC(C1)(C)NC(C(=O)C=1N(C(=C(C1C)C(NC1=CC(=C(C=C1)F)C)=O)C)C)=O)([O-])[O-].[Na+].[Na+]